(1R,2S,5S)-6,6-dimethyl-3-(2-((1-methylcyclopropyl)amino)-2-oxoacetyl)-N-((S)-3-oxo-1-((S)-2-oxopyrrolidin-3-yl)-4-(trifluoromethoxy)butan-2-yl)-3-azabicyclo[3.1.0]hexane-2-carboxamide CC1([C@H]2CN([C@@H]([C@@H]12)C(=O)N[C@@H](C[C@H]1C(NCC1)=O)C(COC(F)(F)F)=O)C(C(=O)NC1(CC1)C)=O)C